1-(4-hydroxyphenyl)-2-((3aR,5s,6aS)-5-(phenylsulfonyl)hexahydrocyclopenta[c]pyrrol-2(1H)-yl)ethanone OC1=CC=C(C=C1)C(CN1C[C@@H]2[C@H](C1)CC(C2)S(=O)(=O)C2=CC=CC=C2)=O